C1(=CC(=CC(=C1)S)S)S 1,3,5-benzenetrithiol